ON1C(CCCC1(C)C)(C)C 1-oxidanyl-2,2,6,6-tetramethyl-piperidine